FC1=CC=C(C=C1)C1=NC(=NC(=N1)C1=CC=C(C=C1)OC)NC1=CC=C(C=C1)/C=C/C(=O)O (E)-3-(4-((4-(4-fluorophenyl)-6-(4-methoxyphenyl)-1,3,5-triazin-2-yl)amino)phenyl)acrylic acid